COC(CN(C(=N)N1CCCCC1)C)OC N-(2,2-dimethoxyethyl)-N-methyl-piperidine-1-carboxamidine